[N+](=O)([O-])C1=C(C(=C(C=C1)O)C(C)CC)[N+](=O)[O-] di-nitro-sec-butylphenol